2'-bipyridyl-amine N1=C(C=CC=C1)C1(NC=CC=C1)N